4-[[(t-butyldimethylsilyl)oxy](cyclopentyl)methyl]-3,6-dichloropyridazine [Si](C)(C)(C(C)(C)C)OC(C1=C(N=NC(=C1)Cl)Cl)C1CCCC1